C(=O)C12N=CN=C(C2=NCN1[C@H]1[C@H](O)[C@H](OP(=O)(O)O)[C@@H](COP(=O)(O)OP(=O)(O)OCC(C)(C)[C@@H](O)C(=O)NCCC(=O)NCCS)O1)N 4-formyl-coa